2-(5-bromo-3-(3-(4-(trifluoromethyl)phenyl)ureido)-1H-indole-1-carbonyl)benzyl-glycine BrC=1C=C2C(=CN(C2=CC1)C(=O)C1=C(CNCC(=O)O)C=CC=C1)NC(=O)NC1=CC=C(C=C1)C(F)(F)F